3-[4-[7,7-difluoro-2-[(2R)-2-(trifluoromethyl)azetidin-1-yl]-5,6-dihydrocyclopenta[d]pyrimidin-4-yl]phenyl]tetrahydrofuran-3-amine FC1(CCC2=C1N=C(N=C2C2=CC=C(C=C2)C2(COCC2)N)N2[C@H](CC2)C(F)(F)F)F